8-bromo-4-[[(1R)-1-[3-(difluoromethyl)-2-fluoro-phenyl]ethyl]amino]-2-methyl-6-[3-(trifluoromethyl)tetrahydrofuran-3-yl]pyrido[3,4-d]pyridazine-1,7-dione BrC=1C(N(C=C2C(=NN(C(C21)=O)C)N[C@H](C)C2=C(C(=CC=C2)C(F)F)F)C2(COCC2)C(F)(F)F)=O